ClC=1C=C(C=CC1OC)NC(CN1C(C(=NC12CCN(CC2)C(=O)OC(C)(C)C)C2=CC=C(C=C2)OC)=O)=O tert-Butyl 4-(2-((3-chloro-4-methoxyphenyl)amino)-2-oxoethyl)-2-(4-methoxyphenyl)-3-oxo-1,4,8-triazaspiro[4.5]dec-1-ene-8-carboxylate